N,N-dimethyl-1-oxo-3H-isoindole-4-carboxylic acid amide CN(C(=O)C=1C=2CNC(C2C=CC1)=O)C